C(#N)C=1C=CC=C2NC[C@@H](NC12)[C@@H](C1=CC=CC=C1)NCCC=1C=C(C=CC1F)CC(=O)O 2-(3-(2-(((R)-((R)-8-cyano-1,2,3,4-tetrahydroquinoxalin-2-yl)(phenyl)methyl)amino)ethyl)-4-fluorophenyl)acetic acid